N1(N=CN=C1)CC1=C(CNC(=O)C2=CN(C3=CC=CC=C23)CC2=CC=CC=C2)C=CC=C1 N-(2-((1H-1,2,4-triazol-1-yl)methyl)benzyl)-1-benzyl-1H-indole-3-carboxamide